C(C)(C)[C@H]1O[C@H](CN(C1)C(=O)C1=NOC(=N1)C1=C(C(=C(C(=C1)F)F)O)F)C ((2r,6s)-2-isopropyl-6-methylmorpholino)(5-(2,4,5-trifluoro-3-hydroxyphenyl)-1,2,4-oxadiazol-3-yl)methanone